2,5-dimethoxyoxolane COC1OC(CC1)OC